tert-butyl N-[3-(7-bromo-2-methyl-benzimidazol-1-yl)-2-methoxy-propyl]-N-methyl-carbamate BrC1=CC=CC2=C1N(C(=N2)C)CC(CN(C(OC(C)(C)C)=O)C)OC